FC1(CCC2=C1N=C(N=C2C2=CC=C(C=C2)[C@@H](C)NS(=O)(=O)C)N2[C@H]([C@@H](C2)O)C)F N-[(1R)-1-[4-[7,7-difluoro-2-[(2S,3R)-3-hydroxy-2-methyl-azetidin-1-yl]-5,6-dihydrocyclopenta[d]pyrimidin-4-yl]phenyl]ethyl]methanesulfonamide